N-((4-bromo-5-methoxypyridin-2-yl)methyl)ethanamine BrC1=CC(=NC=C1OC)CNCC